OC1=CC=C(CN2C3=NC=NC(=C3N=C2)N2CCSCC2)C=C1 9-(4-hydroxybenzyl)-6-thiomorpholino-9H-purine